BrC=1C=C(C=2N(C1)C(=C(N2)C2CCN(CC2)C(=O)OC(C)(C)C)Cl)F tert-butyl 4-(6-bromo-3-chloro-8-fluoro-imidazo[1,2-a]pyridin-2-yl)piperidine-1-carboxylate